5,6-dichloro-3-methylene-1H-indol-2-one ClC=1C=C2C(C(NC2=CC1Cl)=O)=C